C1(CCCC1)C1=CC=C2C(=N1)NC=C2C2=CC=1N(C=C2)N=CC1C(=O)N1CCOCC1 (5-(6-cyclopentyl-1H-pyrrolo[2,3-b]pyridin-3-yl)pyrazolo[1,5-a]pyridin-3-yl)(morpholino)methanone